CN(C)[SiH](N(C)C)N(C)C tris(dimethylamino)silane